C(C)S(=O)(=O)C[C@@H]1[C@H](N(C1)C=1C=CC(=C2C=C(N=CC12)NC1=NC(=NC=C1)N1CC([C@@H](CC1)OCCO)(F)F)C(C)C)C 2-{[(4R)-1-[4-({8-[(2R,3S)-3-[(ethanesulfonyl)meth-yl]-2-methylazetidin-1-yl]-5-(propan-2-yl)isoquinolin-3-yl}amino)pyrimidin-2-yl]-3,3-difluoropiperidin-4-yl]oxy}ethan-1-ol